tert-butyl (((tert-butoxycarbonyl)imino)(4-formylpiperidin-1-yl)methyl)carbamate C(C)(C)(C)OC(=O)N=C(N1CCC(CC1)C=O)NC(OC(C)(C)C)=O